CN1CC2CC(C2C1)C=1SC2=C(N1)C=C(C=C2)B2OC(C(O2)(C)C)(C)C 2-(3-methyl-3-azabicyclo[3.2.0]heptan-6-yl)-5-(4,4,5,5-tetramethyl-1,3,2-dioxaborolan-2-yl)benzo[d]thiazole